thioquinolone N1C(C=CC2=CC=CC=C12)=S